2-(3,5-dichloro-4-((4-cyclohexyl-5-oxo-4,5-dihydro-1,3,4-oxadiazol-2-yl)methyl)phenyl)-1,2,4-triazine-3,5(2H,4H)-dione ClC=1C=C(C=C(C1CC=1OC(N(N1)C1CCCCC1)=O)Cl)N1N=CC(NC1=O)=O